C(C)OC=1C=C(C=C(C1C)OCC)[C@@H](C)N(C(=O)N(C1(CC(C1)(F)F)C(=O)OC)C)CCCCC1=CC=CC=C1 methyl 1-[{[(1R)-1-(3,5-diethoxy-4-methylphenyl)ethyl](4-phenylbutyl) carbamoyl}(methyl)amino]-3,3-difluorocyclobutane-1-carboxylate